4-(2-imidazolyl)benzoic acid N1C(=NC=C1)C1=CC=C(C(=O)O)C=C1